lead-boron-silicon-zinc [Zn].[Si].[B].[Pb]